4,6-bis([1,1'-biphenyl]-4-yloxy)-N-(3-(trifluoromethyl)phenyl)-1,3,5-triazin-2-amine C1(=CC=C(C=C1)OC1=NC(=NC(=N1)OC1=CC=C(C=C1)C1=CC=CC=C1)NC1=CC(=CC=C1)C(F)(F)F)C1=CC=CC=C1